(3R,5S)-5-(Boc-amino)piperidin-3-ol C(=O)(OC(C)(C)C)N[C@H]1C[C@H](CNC1)O